CN([C@H](CNC(C[C@@H](C1(CC1)C(F)(F)F)C=1C=NC=CC1)=O)CC1=CC=C(C=C1)O)C (R)-N-((S)-2-(dimethylamino)-3-(4-hydroxyphenyl)propyl)-3-(pyridin-3-yl)-3-(1-(trifluoromethyl)cyclopropyl)propanamide